4-(4-(4,6-Bis((R)-1,2-dihydroxyethyl)pyridin-2-yl)phenoxy)-3-(trifluoromethyl)benzonitril O[C@@H](CO)C1=CC(=NC(=C1)[C@H](CO)O)C1=CC=C(OC2=C(C=C(C#N)C=C2)C(F)(F)F)C=C1